3-methylimidazo[4,5-c]pyridin-7-yl-3-[(5-methyl-6-morpholino-3-pyridyl)amino]pyrazine-2-carboxamide CN1C=NC2=C1C=NC=C2C=2N=C(C(=NC2)C(=O)N)NC=2C=NC(=C(C2)C)N2CCOCC2